C(C)(=O)OCOC1=C(C(N(N=C1C)C)=O)C=1C2=C(SC1Br)C=CC(=C2)F 5-[(acetyloxy)methoxy]-4-(2-bromo-5-fluorobenzo[b]thien-3-yl)-2,6-dimethyl-3(2H)-pyridazinone